NC=1SC2=C(N1)CCC(C2)CNC([C@H](C)NC(=O)[C@@H]2N(C[C@H](C2)C2=CC=CC=C2)C(=O)OC(C)(C)C)=O tert-butyl (2R,4R)-2-(((2S)-1-(((2-amino-4,5,6,7-tetrahydrobenzo[d]thiazol-6-yl)methyl)amino)-1-oxopropan-2-yl)carbamoyl)-4-phenylpyrrolidine-1-carboxylate